stearoyl-L-lysine C(CCCCCCCCCCCCCCCCC)(=O)N[C@@H](CCCCN)C(=O)O